ClC=1C=CC(=C(C1)C1=CC(=C(N=N1)C)NC1=CC(=NC=C1)NC(CCN1CC(C1)(CO)OCC)=O)F N-(4-{[6-(5-chloro-2-fluorophenyl)-3-methylpyridazin-4-yl]amino}pyridin-2-yl)-3-[3-ethoxy-3-(hydroxymethyl)azetidin-1-yl]propanamide